Ethyl (S)-3-((tert-butoxycarbonyl)amino)-3-(4-fluoro-2'-(hex-5-en-1-yl)-4',5,6'-trimethyl-[1,1'-biphenyl]-3-yl)propanoate C(C)(C)(C)OC(=O)N[C@@H](CC(=O)OCC)C=1C=C(C=C(C1F)C)C1=C(C=C(C=C1C)C)CCCCC=C